(R)-4-chloro-5-(3-((4-(cyclopent-1-en-1-yl)pyridin-2-yl)oxy)pyrrolidin-1-yl)pyridazin-3(2H)-one ClC=1C(NN=CC1N1C[C@@H](CC1)OC1=NC=CC(=C1)C1=CCCC1)=O